N-(2-fluoro-4-(3-(fluoromethyl)piperazin-1-yl)phenyl)-7-methoxy-2-methylimidazo[1,2-a]pyridine-6-carboxamide FC1=C(C=CC(=C1)N1CC(NCC1)CF)NC(=O)C=1C(=CC=2N(C1)C=C(N2)C)OC